CN(CC1=CC=CC=C1)C(=O)CN2C(=O)C3=CC=CC=C3S2 The molecule is a monocarboxylic acid amide obtained by the formal condensation of the carboxy group of 2-(3-oxo-1,2-benzothiazol-2-yl)acetic acid with the amino group of N-methylbenzylamine It has a role as an antifungal agent. It is a 1,2-benzisothiazole, a lactam and a monocarboxylic acid amide.